quinolin-2-yl-trans-2-methylpiperidin-4-amine N1=C(C=CC2=CC=CC=C12)N1[C@H](C[C@@H](CC1)N)C